C(\C=C/C(=O)[O-])(=O)[O-].C(CCCCCCCCCCCCCCC)[N+](C)(C)C.C(CCCCCCCCCCCCCCC)[N+](C)(C)C hexadecyl-trimethyl-ammonium maleate